2-(1-(Cyclopropylmethyl)-1H-pyrrolo[2,3-b]pyridin-2-yl)-3-methylpyrazolo[1,5-a]pyridine-6-carboxylic acid C1(CC1)CN1C(=CC=2C1=NC=CC2)C2=NN1C(C=CC(=C1)C(=O)O)=C2C